(±)-trans-4-phenyl-N-[3-(3-methylphenoxy)phenyl]pyrrolidine-3-carboxamide hydrochloride Cl.C1(=CC=CC=C1)[C@H]1[C@@H](CNC1)C(=O)NC1=CC(=CC=C1)OC1=CC(=CC=C1)C |r|